5-amino-6-(2-isopropylphenyl)pyridazin-3(2H)-one NC1=CC(NN=C1C1=C(C=CC=C1)C(C)C)=O